C(C)(C)(C)OC(=O)N1CC2(C1)CC(C2)C=O.ClC=2C=CC1=C(N=C(O1)C=1C=C(C=CC1)NC(CC1=CC(=CC=C1)OC(F)(F)F)=O)C2 N-(3-(5-chlorobenzo[d]oxazol-2-yl)phenyl)-2-(3-(trifluoromethoxy)phenyl)acetamide tert-butyl-6-formyl-2-azaspiro[3.3]heptane-2-carboxylate